CC1=CC(=NC=2N1N(CC2)C(C(F)(F)F)C)C=2C=NC=C(C2)C 7-methyl-5-(5-methylpyridin-3-yl)-N-(1,1,1-trifluoropropan-2-yl)pyrazolo[1,5-a]Pyrimidine